C(C)(C)(C)OC(=O)N1C2CN(CC1CC2)C=2C1=C(N=C(N2)O[C@@H](C=O)C)C(=C(N=C1)C1=CC(=CC2=CC=CC(=C12)CC)O)F tert-butyl-3-[7-(8-ethyl-3-hydroxy-1-naphthyl)-8-fluoro-2-[(1R)-1-methyl-2-oxo-ethoxy]pyrido[4,3-d]pyrimidin-4-yl]-3,8-diazabicyclo[3.2.1]octane-8-carboxylate